[Na].C(C=C)C1(CN(CCC1)C(=O)OC(C)(C)C)C(=O)O 3-allyl-1-boc-piperidine-3-carboxylic acid sodium